C[C@@H]1C(NC2(CCN(C2)C(=O)OC(C)(C)C)C(N1)=O)=O tert-butyl (8R)-8-methyl-7,10-dioxo-2,6,9-triazaspiro[4.5]decane-2-carboxylate